(3R*,4S*,5S*)-4-(4-methoxyphenyl)-5-methyl-2-oxopyrrolidine-3-carboxylic acid COC1=CC=C(C=C1)[C@@H]1[C@H](C(N[C@H]1C)=O)C(=O)O |o1:8,9,12|